FC1=CC=C(C=C1)C=1N=CSC1C#N 4-(4-fluorophenyl)-thiazole-5-carbonitrile